ClC=1C=CC(=C(C1)C1=NNC=C1C=1N=C2C=C(C=NC2=CC1)NCC1CCNCC1)F 6-[3-(5-chloro-2-fluoro-phenyl)-1H-pyrazol-4-yl]-N-(4-piperidylmethyl)-1,5-naphthyridin-3-amine